C(CCC)C1(CS(C2=C(N(C1)C1=CC=C(C=C1)F)C=C(C(=C2)CSCC(=O)O)OC)(=O)=O)CC 2-(((3-butyl-3-ethyl-5-(4-fluorophenyl)-7-methoxy-1,1-dioxido-2,3,4,5-tetrahydro-1,5-benzothiazepin-8-yl)methyl)thio)acetic acid